ClC=1C=C2C(=NC(=NC2=C(C1C1=CC=CC2=C1N=C(S2)N)F)N2C[C@H]1OCCN([C@@H]1C2)C)N2CCNCC2 4-(6-chloro-8-fluoro-2-(trans-4-methylhexahydropyrrolo[3,4-b][1,4]oxazin-6(2H)-yl)-4-(piperazin-1-yl)quinazolin-7-yl)benzo[d]thiazol-2-amine